(E)-N-(4-(((4-((2-(aminomethyl)-3-fluoroallyl)oxy)phenyl)sulfonyl)methyl)bicyclo[2.2.2]octan-1-yl)-N-methylcyclopropanecarboxamide NC/C(/COC1=CC=C(C=C1)S(=O)(=O)CC12CCC(CC1)(CC2)N(C(=O)C2CC2)C)=C\F